(S)-(3-(4-chlorophenyl)tetrahydrofuran-3-yl)methanol ClC1=CC=C(C=C1)[C@]1(COCC1)CO